O1COC2=C1C=CC(=C2)NC2=C(N=C1N2C=CN=C1)C1=CC=C(C=C1)F N-(1,3-benzodioxol-5-yl)-2-(4-fluoro-phenyl)imidazo[1,2-a]pyrazin-3-amine